C[Si]1(CCN(CC1)C1=C(C(=O)NC2=NC(=CC=C2)OC[C@H](C(F)(F)F)O)C=CC(=C1)NS(NCCO)(=O)=O)C (R)-2-(4,4-dimethyl-1,4-azasilinan-1-yl)-4-((N-(2-hydroxyethyl)sulfamoyl)amino)-N-(6-(3,3,3-trifluoro-2-hydroxypropoxy)pyridin-2-yl)benzamide